NC1C(CN(CC1)C(=O)[C@]12C[C@]3(C[C@](C[C@@H](C1)C3)(C2)C2=CC=CC=C2)C)C(F)(F)F (4-amino-3-(trifluoromethyl)piperidin-1-yl)((1S,3R,5R,7S)-3-methyl-5-phenyladamantan-1-yl)methanone